FC(C(C(F)(F)F)OC(=O)N1CCC2(CN(C2)CC=2C=C(C=C(C2)C(F)(F)F)N2CC(CCC2)(C(=O)O)C)CC1)(F)F 1-(3-((7-(((1,1,1,3,3,3-Hexafluoropropan-2-yl)oxy)carbonyl)-2,7-diazaspiro[3.5]nonan-2-yl)methyl)-5-(trifluoromethyl)phenyl)-3-methylpiperidine-3-carboxylic acid